1-((5-bromo-1H-indazol-2-yl)methyl)-3-phenylthiourea BrC=1C=C2CN(NC2=CC1)CNC(=S)NC1=CC=CC=C1